1'-(4-amino-2-(trifluoromethyl)phenyl)-[4,4'-bipiperidine] NC1=CC(=C(C=C1)N1CCC(CC1)C1CCNCC1)C(F)(F)F